8-(2-amino-ethylthio)-2'-O-methyladenosine NCCSC=1N([C@H]2[C@H](OC)[C@H](O)[C@@H](CO)O2)C=2N=CN=C(C2N1)N